3,4-dihydro-4,5-dimethyl-2H-pyrrole CC1CCN=C1C